C[Si](N(C(C=C)=O)[Si](C)(C)C)(C)C N,N-bistrimethylsilylacrylamide